2-(2-chlorophenyl)-N-[4-(1H-pyrrol-3-yl)-3-sulfamoylphenyl]Acetamide ClC1=C(C=CC=C1)CC(=O)NC1=CC(=C(C=C1)C1=CNC=C1)S(N)(=O)=O